2-((1r,5S,6S)-3-(8,8-difluoro-2-((S)-2-methylazepan-1-yl)-5,6,7,8-tetrahydroquinazolin-4-yl)-3-azabicyclo[3.1.1]heptan-6-yl)acetic acid FC1(CCCC=2C(=NC(=NC12)N1[C@H](CCCCC1)C)N1C[C@H]2C([C@@H](C1)C2)CC(=O)O)F